(6,7-dichloro-9-((difluoromethyl)thio)-1-methyl-1,3,4,5-tetrahydro-2H-pyrido[4,3-b]indol-2-yl)(5-methoxypyrimidin-2-yl)methanone ClC1=C(C=C(C=2C3=C(NC12)CCN(C3C)C(=O)C3=NC=C(C=N3)OC)SC(F)F)Cl